(1S,3S)-3-((4-((1H-Indazol-5-yl)ethynyl)-[2,4'-bipyrimidin]-2'-yl)amino)cyclopentanol N1N=CC2=CC(=CC=C12)C#CC1=NC(=NC=C1)C1=NC(=NC=C1)N[C@@H]1C[C@H](CC1)O